1-(3-amino-1H-pyrazol-4-yl)ethan-1-one NC1=NNC=C1C(C)=O